S1C(=CC=C1)C1=NC=CC=C1 Thiophene-2-yl-pyridine